(E)-1-(3,4-dimethoxyphenyl)ethan-1-one O-((3-(4-chlorophenyl)isoxazol-5-yl)methyl) oxime ClC1=CC=C(C=C1)C1=NOC(=C1)CO\N=C(/C)\C1=CC(=C(C=C1)OC)OC